(S)-2-amino-5-(2-ethyl-4-methylpiperidin-1-yl)benzamide NC1=C(C(=O)N)C=C(C=C1)N1[C@H](CC(CC1)C)CC